Boc-(1R,2S,5S)-6,6-dimethyl-3-azabicyclo[3.1.0]Hexane-2-Carboxylic acid benzyl ester C(C1=CC=CC=C1)OC(=O)[C@@H]1[C@@]2(C([C@@H]2CN1)(C)C)C(=O)OC(C)(C)C